8-(4,4-difluorocyclohexyl)-2-(difluoromethyl)-3-methyl-6-[(2S,4R)-2-(1-methylpyrazol-4-yl)tetrahydropyran-4-yl]pyrimido[5,4-d]pyrimidin-4-one FC1(CCC(CC1)C1=NC(=NC2=C1N=C(N(C2=O)C)C(F)F)[C@H]2C[C@H](OCC2)C=2C=NN(C2)C)F